(3R*,4S*)-4-(3-methoxyphenyl)-2-oxopyrrolidine-3-carboxylic acid methyl ester COC(=O)[C@H]1C(NC[C@@H]1C1=CC(=CC=C1)OC)=O |o1:4,8|